CN(C1CC2(CN(C2)C(C)=O)C1)C=1C2=C(N=CN1)NC=C2 1-(6-(methyl-(7H-pyrrolo[2,3-d]pyrimidin-4-yl)amino)-2-azaspiro[3.3]heptan-2-yl)ethanone